1-[3-(5-[(5-chlorothiophen-2-yl)methyl]amino-1-(2,2-dimethylpropanoyl)-1H-pyrazol-3-yl)azetidin-1-yl]-2,2-dimethylpropan-1-one ClC1=CC=C(S1)CNC1=CC(=NN1C(C(C)(C)C)=O)C1CN(C1)C(C(C)(C)C)=O